C(#N)C1=C(C=C(C=C1)F)[C@H]([C@H](C)C=1N(C(C(=C(N1)C(=O)NC=1C=NOC1)O)=O)C)C1=NN(C(=C1)C)C 2-((1S,2S)-1-(2-cyano-5-fluorophenyl)-1-(1,5-dimethyl-1H-pyrazol-3-yl)propan-2-yl)-5-hydroxy-N-(isoxazol-4-yl)-1-methyl-6-oxo-1,6-dihydropyrimidine-4-carboxamide